Tert-butyl N-[(2S)-2-[bis(tert-butoxycarbonyl)amino]propanoyl]-N-[4-(hydroxy methyl)phenyl]carbamate C(C)(C)(C)OC(=O)N([C@H](C(=O)N(C(OC(C)(C)C)=O)C1=CC=C(C=C1)CO)C)C(=O)OC(C)(C)C